ClC=1C=C2C(=NC(=NC2=CC1)NCCCO)C1=CC=CC=C1 3-[(6-chloro-4-phenylquinazoline-2-yl)amino]propane-1-ol